C(CCCC)N(SC=1SC2=C(N1)C=CC=C2)CCCCC N,N-dipentyl-2-benzothiazolylsulfenamide